1-(2-butyloctyl) 9-(2-((4-(dimethylamino) butanoyl) oxy)-3-((7-(heptadecan-9-yloxy)-7-oxoheptanoyl) oxy) propyl) azelate C(CCCCCCCC(=O)OCC(COC(CCCCCC(=O)OC(CCCCCCCC)CCCCCCCC)=O)OC(CCCN(C)C)=O)(=O)OCC(CCCCCC)CCCC